N-[(5-Chlorothiophen-2-yl)methyl]-3-(piperidin-3-yl)-1-(thiophen-3-carbonyl)-1H-pyrazol-5-amin ClC1=CC=C(S1)CNC1=CC(=NN1C(=O)C1=CSC=C1)C1CNCCC1